BrC1=C(C(=C(C=C1)F)C(F)F)OC bromo-3-(difluoromethyl)-4-fluoro-2-methoxybenzene